((8-methoxy-5H-pyrido[3,2-b]indol-5-yl)methyl)benzenesulfonamide COC1=CC=2C3=C(N(C2C=C1)CC1=C(C=CC=C1)S(=O)(=O)N)C=CC=N3